C12(CC3CC(CC(C1)C3)C2)NS(=O)(=O)C2=CC=C(CCNC(C3=C(C=CC(=C3)Cl)OC)=O)C=C2 N-(4-(N-((3R,5R)-adamantan-1-yl)aminosulfonyl)phenethyl)-5-chloro-2-methoxybenzamide